N-[4-(azidodioxo-λ6-sulfanyl)phenyl]acetamide tert-butyl-4-(2-bromoacetyl)piperazin-1-carboxylate C(C)(C)(C)OC(=O)N1CCN(CC1)C(CBr)=O.N(=[N+]=[N-])S(C1=CC=C(C=C1)NC(C)=O)(=O)=O